NC1=C(C2=C(C=3N(C=C2)N=CN3)N1C1=C(C(=CC=C1C)OC)C)C#N 8-amino-9-(3-methoxy-2,6-dimethylphenyl)-9H-pyrrolo[2,3-c][1,2,4]triazolo[1,5-a]pyridine-7-carbonitrile